C(#N)C=1C(=CC(=NC1)NC(N(C)C1=NC(=C(C=C1)CN1C(CN(CC1)C)=O)C=O)=O)NC1CC1 3-(5-cyano-4-(cyclopropylamino)pyridin-2-yl)-1-(6-formyl-5-((4-methyl-2-oxopiperazin-1-yl)methyl)pyridin-2-yl)-1-methylurea